N1=C(C=CC=C1)C1=NC=CC=C1 2,2'-bipyridin